iso-propyl chloromethyl carbonate C(OC(C)C)(OCCl)=O